N1(N=CC=C1)C=1C=C(C=CC1)C1CCC2(CN(C2)C(=O)C2CC(C2)(C)O)CC1 (7-(3-(1H-pyrazol-1-yl)phenyl)-2-azaspiro[3.5]non-2-yl)((1s,3s)-3-hydroxy-3-methylcyclobutyl)methanone